FC=1C=CC=C(C1F)[N+](=O)[O-] 3,4-difluoro-5-nitrobenzol